N-(2,2-Dimethoxyethyl)-1,1,1-trifluoro-N-(isochroman-4-ylmethyl)methanesulfonamide COC(CN(S(=O)(=O)C(F)(F)F)CC1COCC2=CC=CC=C12)OC